OC1=NC=2CCCCC2C=C1C#N 2-Hydroxy-5,6,7,8-tetrahydroquinoline-3-carbonitrile